(((1S,13'R)-6-CHLORO-13'-HYDROXY-10'-METHYL-11'-OXO-3,4-DIHYDRO-2H-SPIRO[NAPHTHALENE-1,20'-[18]OXA[1,10]DIAZATRICYCLO[12.7.2.017,22]TRICOSA[14,16,22]TRIEN]-13'-YL)METHOXY)ACETIC ACID ClC=1C=C2CCC[C@]3(COC4=CC=C5[C@@](CC(N(CCCCCCCCN(C3)C4=C5)C)=O)(O)COCC(=O)O)C2=CC1